4-amino-N-isobutyl-N-((6-(trifluoromethyl)imidazo[1,2-a]pyridin-2-yl)methyl)-1,3-dihydrofuro[3,4-c]quinoline-8-carboxamide NC1=NC=2C=CC(=CC2C2=C1COC2)C(=O)N(CC=2N=C1N(C=C(C=C1)C(F)(F)F)C2)CC(C)C